ClC1=C(C(=NN1C)C1=NOC(=C1)C1CC1)C=O 5-Chloro-3-(5-cyclopropylisoxazol-3-yl)-1-methyl-1H-pyrazole-4-carbaldehyde